N1(CCC1)S(=O)(=O)C=1C=C(C(=O)N2CC3(C4=CC(=CC=C24)NS(=O)(=O)C)CCCCC3)C=CC1 N-(1'-(3-(azetidin-1-ylsulfonyl)benzoyl)spiro[cyclohexane-1,3'-indolin]-5'-yl)methanesulfonamide